N2-(6-spiro[2H-benzofuran-3,1'-cyclopropane]-4-yloxy-3-pyridyl)pyridine-2,3-diamine C12(CC1)COC1=C2C(=CC=C1)OC1=CC=C(C=N1)NC1=NC=CC=C1N